tert-butyl 4-(1-cyclopropyl-4-methyl-1H-pyrazol-5-yl)-3,3-dimethylpiperidine-1-carboxylate C1(CC1)N1N=CC(=C1C1C(CN(CC1)C(=O)OC(C)(C)C)(C)C)C